C(#N)C1=CC=C(CC[C@@]2(CN(CC2)C(C)(C)C2=NC=CC=C2)C(=O)NC2(COC2)C(F)(F)F)C=C1 (R)-3-(4-cyanophenethyl)-1-(2-(pyridin-2-yl)propan-2-yl)-N-(3-(trifluoromethyl)oxetan-3-yl)pyrrolidine-3-carboxamide